FC1=C(C=C2C=CN(C2=C1)[Si](C(C)C)(C(C)C)C(C)C)C=O 6-fluoro-1-(triisopropylsilyl)-1H-indole-5-carbaldehyde